BrC1=C(C=C(C=C1)C)C1CC(CC(C1)=O)=O 5-(2-bromo-5-methylphenyl)-1,3-cyclohexanedione